ClC=1C=CC2=C(OC3=C2C=CC(=C3)C=3C2=CC=CC=C2C(=C2C=CC=CC32)C3=CC=CC2=CC=CC=C32)C1 3-chloro-7-(10-(naphthalen-1-yl)anthracen-9-yl)dibenzofuran